ClC1=CC=C(CN2C(C3=C(C=4C=CC=NC24)CNC3)=O)C=C1 5-(4-chlorobenzyl)-1,2,3,5-tetrahydro-4H-pyrrolo[3,4-c][1,8]naphthyridin-4-one